COC(=O)[C@@H]1OC(O[C@H]1C1=C(C=C(C=C1)Cl)Cl)(CC)CC (4r,5s)-methyl-5-(2,4-dichlorophenyl)-2,2-diethyl-1,3-dioxolane-4-carboxylate